FC1=C(C=C(C=C1)OC=1C(=C2C=CNC2=CC1F)CS(=O)(=O)C)N1N=C(C=C1)[C@]1(COC2=C1C=CC=C2CC(=O)O)C (S)-2-(3-(1-(2-fluoro-5-((6-fluoro-4-((methylsulfonyl)methyl)-1H-indol-5-yl)oxy)phenyl)-1H-pyrazol-3-yl)-3-methyl-2,3-dihydrobenzofuran-7-yl)acetic acid